N-(azetidin-3-ylmethyl)-6-[3-(5-chloro-2-fluoro-phenyl)-1H-pyrazol-4-yl]-1,5-naphthyridin-3-amine N1CC(C1)CNC=1C=NC2=CC=C(N=C2C1)C=1C(=NNC1)C1=C(C=CC(=C1)Cl)F